1,3,6,8-Pyrenetetrasulfonic acid, sodium salt [Na+].C1(=CC(=C2C=CC=3C(=CC(=C4C=CC1=C2C34)S(=O)(=O)[O-])S(=O)(=O)[O-])S(=O)(=O)[O-])S(=O)(=O)[O-].[Na+].[Na+].[Na+]